(1R,2S,5S)-N-[cyano-(1-methyl-2-oxo-4-quinolyl)methyl]-3-[(2S)-3,3-dimethyl-2-[(2,2,2-trifluoroacetyl)amino]butanoyl]-6,6-dimethyl-3-azabicyclo[3.1.0]hexane-2-carboxamide C(#N)C(NC(=O)[C@@H]1[C@H]2C([C@H]2CN1C([C@H](C(C)(C)C)NC(C(F)(F)F)=O)=O)(C)C)C1=CC(N(C2=CC=CC=C12)C)=O